IC1=C(C=CC=C1)S(=O)(=O)NC(=O)NC1=NC(=NC(=N1)OC)C 2-iodo-N-[[(4-methoxy-6-methyl-1,3,5-triazin-2-yl)amino]carbonyl]benzenesulfonamide